ClC1=C(C=CC=C1)C(=C=C)P(C1=CC=CC=C1)(C1=CC=CC=C1)=O (1-(2-chlorophenyl)propa-1,2-dien-1-yl)diphenylphosphine oxide